(S)-2-hydroxy-6-((1-(2-(2-hydroxyethyl)nicotinoyl)piperidin-2-yl)methoxy)benzaldehyde OC1=C(C=O)C(=CC=C1)OC[C@H]1N(CCCC1)C(C1=C(N=CC=C1)CCO)=O